FC1=C(C(=CC(=C1)F)F)[C@@H](C)N (R)-1-(2,4,6-trifluorophenyl)ethylamine